5-(azetidin-1-ylmethyl)-2-fluorobenzonitrile N1(CCC1)CC=1C=CC(=C(C#N)C1)F